C(C)(C)(CCC)PC(C)(C)CCC di-tert-hexylphosphine